1,2-dipropylpyrrolinium mesylate S(C)(=O)(=O)[O-].C(CC)[NH+]1C(=CCC1)CCC